5-[3-acetyl-6-[5-[(6-methylpyridazin-3-yl)amino]benzimidazol-1-yl]-2-pyridinyl]-1-methyl-pyrazole-3-carbonitrile C(C)(=O)C=1C(=NC(=CC1)N1C=NC2=C1C=CC(=C2)NC=2N=NC(=CC2)C)C2=CC(=NN2C)C#N